[7-(2,2,2-trifluoroethyl)quinazolin-4-yl]-3,9-diazaspiro[5.5]undecane-3-carboxylate FC(CC1=CC=C2C(=NC=NC2=C1)OC(=O)N1CCC2(CC1)CCNCC2)(F)F